ethoxy cyclohexane-1-carboxylate C1(CCCCC1)C(=O)OOCC